C1=CC=CC=2C3=CC=CC=C3C(C12)COC(=O)N[C@H](C(=O)O)CC1=CC(=CC=C1)I (2S)-2-(9H-fluoren-9-ylmethoxycarbonylamino)-3-(3-iodophenyl)propionic acid